C1(=CC=C(C=C1)C(=O)C1=NC(=NC(=N1)C(=O)C1=CC=C(C=C1)C)C1=C(C=C(C=C1)OCCCC)O)C 2,4-Di-p-toluoyl-6-(2-hydroxy-4-butoxyphenyl)-1,3,5-triazine